tert-butyl (((1r,4r)-4-((4-(2-(2,6-dioxopiperidin-3-yl)-6-fluoro-1-oxoisoindolin-4-yl)piperidin-1-yl)methyl)cyclohexyl)methyl)carbamate O=C1NC(CCC1N1C(C2=CC(=CC(=C2C1)C1CCN(CC1)CC1CCC(CC1)CNC(OC(C)(C)C)=O)F)=O)=O